O1C(CCC2=CC=CC=C12)C(=O)O chromanic acid